NC1=NC=2C=C(C(=CC2C2=C1C=NN2C)C(=O)N2CC(C2)C2=CC=C(C=C2)C(F)(F)F)F (4-amino-7-fluoro-1-methyl-1H-pyrazolo[4,3-c]quinolin-8-yl)(3-(4-(trifluoromethyl)phenyl)-1-azetidinyl)methanone